[C@H]12[C@H](C[C@H](CC1)C2)NC(=O)NCC2=CC(=NC=C2)N2N=CC=C2 1-[(1S,2S,4R)-2-bicyclo[2.2.1]heptyl]-3-[(2-pyrazol-1-ylpyridin-4-yl)methyl]urea